FC(C=1C=C(C=C(C1)C(F)(F)F)C1=NN(C=N1)/C=C(/C(=O)OC(C)C)\C1=CC=NC=C1)(F)F isopropyl (E)-3-(3-(3,5-bis(trifluoromethyl)phenyl)-1H-1,2,4-triazol-1-yl)-2-(pyridin-4-yl)acrylate